ClC1=C(C(=O)NC)C=C(C(=C1)N1CCNCC1)F 2-chloro-5-fluoro-N-methyl-4-(piperazin-1-yl)benzamide